2,2,3-Trimethyl-4-(2-methylprop-1-enyl)-8-pentyl-5H-1-benzoxepin-6-ol CC1(OC=2C(CC(=C1C)C=C(C)C)=C(C=C(C2)CCCCC)O)C